Beta-alanyl-biotin NCCC(=O)C(C(O)=O)CCC[C@@H]1SC[C@@H]2NC(=O)N[C@H]12